3,4-Dihydro-7-iodo-1H-2-benzopyran-1-one IC1=CC2=C(CCOC2=O)C=C1